COC(=O)C1=CC2=C(C=N1)C=C(N2)CN(CC2CCC2)C(=O)OC(C)(C)C 2-[[tert-Butoxycarbonyl-(cyclobutylmethyl)amino]methyl]-1H-pyrrolo[3,2-c]pyridine-6-carboxylic acid methyl ester